4-((S)-2-azidopent-2-yl)-6-chloro-1-(((R)-4-(methylsulfonyl)butan-2-yl)oxy)-2,7-naphthyridine N(=[N+]=[N-])[C@@](C)(CCC)C1=CN=C(C2=CN=C(C=C12)Cl)O[C@H](C)CCS(=O)(=O)C